8-methoxy-6-(3-(4-methyl-5-(1-propylpiperidin-4-yl)pyridin-2-yl)-4-(2,2,2-trifluoroethyl)-1H-pyrazol-5-yl)-[1,2,4]triazolo[1,5-a]pyridine COC=1C=2N(C=C(C1)C1=C(C(=NN1)C1=NC=C(C(=C1)C)C1CCN(CC1)CCC)CC(F)(F)F)N=CN2